C(C1=CN=CC=C1)(=O)OCCN1C=NC=2N(C(N(C(C12)=O)CC)=O)CC 2-(1,3-diethyl-2,6-dioxo-1,2,3,6-tetrahydro-7H-purin-7-yl)ethyl nicotinate